7-((Difluoromethyl)sulfonyl)-4-fluoro-2,3-dihydrospiro[indene-1,2'-[1,3]dioxolane] FC(S(=O)(=O)C=1C=CC(=C2CCC3(OCCO3)C12)F)F